C[Si](C1=CC=C(C=C1)C(=C)C)(OCCCC)C Dimethylbutoxy(4-isopropenylphenyl)silane